(9-bromononyl)isoindole-1,3-dione BrCCCCCCCCCC1=C2C(NC(C2=CC=C1)=O)=O